vinylvalerolactone C(=C)C1C(=O)OCCC1